6-(cyclopropylmethoxy)-N-{3-[(fluoromethoxy)methyl]pentan-3-yl}-5-(3-methoxyazetidin-1-yl)pyridine-2-carboxamide C1(CC1)COC1=C(C=CC(=N1)C(=O)NC(CC)(CC)COCF)N1CC(C1)OC